6-fluoro-N-(6-(2-hydroxyphenyl)-5-(trifluoromethyl)pyridin-2-yl)-N-(methoxymethyl)pyridine-2-sulfonamide FC1=CC=CC(=N1)S(=O)(=O)N(COC)C1=NC(=C(C=C1)C(F)(F)F)C1=C(C=CC=C1)O